tert-butyl 4-(4-(2-(2-aminopyridin-3-yl)-5-morpholino-3H-imidazo[4,5-b]pyridin-3-yl)benzyl)piperazine-1-carboxylate NC1=NC=CC=C1C1=NC=2C(=NC(=CC2)N2CCOCC2)N1C1=CC=C(CN2CCN(CC2)C(=O)OC(C)(C)C)C=C1